1-methyl-4-(4-(3-(piperidin-4-yl)-1H-pyrazol-5-yl)phenyl)piperazine CN1CCN(CC1)C1=CC=C(C=C1)C1=CC(=NN1)C1CCNCC1